N-(2-Fluoro-5-methylphenyl)-2-[4-([1,2,4]triazolo[1,5-a]pyridin-7-yl)phenyl]acetamide FC1=C(C=C(C=C1)C)NC(CC1=CC=C(C=C1)C1=CC=2N(C=C1)N=CN2)=O